N1=C(C=CC2=CC=CC=C12)N1CCCC1 1-(quinolin-2-yl)pyrrolidine